ClC1=C(C(=NC=C1)CN1C2=NC=NC(=C2N=C1C1=C(C=C(C=C1)OCCN1CCNCC1)Cl)OC1(CC1)C)C 9-((4-chloro-3-methylpyridin-2-yl)methyl)-8-(2-chloro-4-(2-(piperazin-1-yl)ethoxy)phenyl)-6-(1-methylcyclopropoxy)-9H-purine